OCCCOC1=CC2=C(N=C(S2)CNC(=O)C2(CC3=CC=CC=C3C2)CC(=O)O)C=C1 2-[2-[[6-(3-hydroxypropoxy)-1,3-benzothiazol-2-yl]methylcarbamoyl]indan-2-yl]acetic acid